C(C)(C)(C)OC(=O)N1CCC2=CC(=C(C=C12)C(F)F)C=1C=NC(=CC1)C(=O)OC.C(C)(=O)NCC(=O)C(C)O[Si](OCC)(OCC)CCCN (N-Acetylglycyl)-3-aminopropyltriethoxysilane tert-Butyl-6-(difluoromethyl)-5-(6-(methoxycarbonyl)pyridin-3-yl)indoline-1-carboxylate